2-chloro-6-methylbenzenesulfonyl chloride ClC1=C(C(=CC=C1)C)S(=O)(=O)Cl